C1(C=CC(N1C1=CC=C(OC2=CC=C(C=C2)S(=O)(=O)C2=CC=C(C=C2)OC2=CC=C(C=C2)N2C(C=CC2=O)=O)C=C1)=O)=O bis[4-(4-maleimidophenoxy)phenyl]sulfone